ClC1=C(C=C(C=C1)F)C1NC(C2=C1C(=CC1=CN(N=C21)C)NC(C2=CC(=CC(=C2)C(F)(F)F)F)=O)=O N-(6-(2-chloro-5-fluorophenyl)-2-methyl-8-oxo-2,6,7,8-tetrahydropyrrolo[3,4-g]indazol-5-yl)-3-fluoro-5-(trifluoromethyl)benzamide